2-(4-(5-(4,4,5,5-tetramethyl-1,3,2-dioxaborolan-2-yl)pyridin-2-yl)piperazin-1-yl)ethan-1-ol CC1(OB(OC1(C)C)C=1C=CC(=NC1)N1CCN(CC1)CCO)C